(1R,3S,5R)-2-(2-(4-amino-9H-pyrido[2',3':4,5]pyrrolo[2,3-d]pyrimidin-9-yl)acetyl)-N-(6-bromopyridin-2-yl)-2-azabicyclo[3.1.0]hexane-3-carboxamide NC=1C2=C(N=CN1)N(C1=C2N=CC=C1)CC(=O)N1[C@@H]2C[C@@H]2C[C@H]1C(=O)NC1=NC(=CC=C1)Br